6-bromo-5-(2,5-dimethylpyrrol-1-yl)-1-(p-tolylsulfonyl)pyrrolo[3,2-b]pyridine BrC=1C=C2C(=NC1N1C(=CC=C1C)C)C=CN2S(=O)(=O)C2=CC=C(C=C2)C